2,4-diphenyl-6-(2-(2'-(pyridin-3-yl)spiro[cyclohexane-1,9'-fluoren]-5'-yl)phenyl)-1,3,5-triazine C1(=CC=CC=C1)C1=NC(=NC(=N1)C1=CC=CC=C1)C1=C(C=CC=C1)C1=C2C=3C=CC(=CC3C3(C2=CC=C1)CCCCC3)C=3C=NC=CC3